7-Hydroxy-3-(5-methyl-4-p-tolyl-thiazol-2-yl)-chromen-2-one OC1=CC=C2C=C(C(OC2=C1)=O)C=1SC(=C(N1)C1=CC=C(C=C1)C)C